(R)-1-(3-(3-acrylamido-3-methylpyrrolidin-1-yl)phenyl)-N-(4-(4-morpholino-7H-pyrrolo[2,3-d]pyrimidin-6-yl)phenyl)cyclopropane-1-carboxamide C(C=C)(=O)N[C@]1(CN(CC1)C=1C=C(C=CC1)C1(CC1)C(=O)NC1=CC=C(C=C1)C1=CC2=C(N=CN=C2N2CCOCC2)N1)C